2-(3-(3-(N-benzylsulfamoyl)-4-fluorophenyl)-5-hydroxy-1H-pyrazol-1-yl)thiazole-4-carboxylic acid C(C1=CC=CC=C1)NS(=O)(=O)C=1C=C(C=CC1F)C1=NN(C(=C1)O)C=1SC=C(N1)C(=O)O